N-(6-phenylhexyl)butanamide C1(=CC=CC=C1)CCCCCCNC(CCC)=O